NC1=NC=C(C2=C1C(=NN2[C@@H]2CN(CC2)C(C=C)=O)C#CC2=CC1=C(N(C(=N1)C1CC1)C)C=C2)C=2SC=CN2 (S)-1-(3-(4-amino-3-((2-cyclopropyl-1-methyl-1H-benzo[d]imidazol-5-yl)ethynyl)-7-(thiazol-2-yl)-1H-pyrazolo[4,3-c]pyridin-1-yl)pyrrolidin-1-yl)prop-2-en-1-one